ClC1=CC(=C(CNCC2CCC(CC2)C2=CC=NC3=CC=C(C=C23)F)C=C1)[N+](=O)[O-] N-(4-chloro-2-nitrobenzyl)-1-(4-(6-fluoroquinolin-4-yl)cyclohexyl)methylamine